9-oxo-1,4-dioxaspiro[4.6]undecane-8-carboxylic acid ethyl ester C(C)OC(=O)C1CCC2(OCCO2)CCC1=O